2-bromo-4,6-dimethoxybenzaldehyde BrC1=C(C=O)C(=CC(=C1)OC)OC